C(#N)C1=C2C[C@@H](CNC2=CC=C1)[C@@H](C=1C=NC=CC1)NCCC=1C=C(C=CC1C)CC(=O)O |o1:5,12| 2-(3-(2-(((S or R)-((S or R)-5-cyano-1,2,3,4-tetrahydroquinolin-3-yl)(pyridin-3-yl)methyl)amino)ethyl)-4-methylphenyl)acetic acid